COC(=O)C1(CC(C1)C)C1=CC(=CC(=C1)Cl)Br 1-(3-bromo-5-chloro-phenyl)-3-methyl-cyclobutanecarboxylic acid methyl ester